CC1=C(C(=O)C2=C(C=CC=C2)P(OCC)(=O)C2=CC=CC=C2)C(=CC(=C1)C)C ethyl 2,4,6-trimethylbenzoyl-diphenyl-phosphinate